(R)-N-(2-amino-1-phenylethyl)-4-(3-methyl-1H-pyrrolo[2,3-b]pyridin-4-yl)-3,4-dihydro-2H-1,4-thiazine-6-carboxamide hydrochloride Cl.NC[C@@H](C1=CC=CC=C1)NC(=O)C1=CN(CCS1)C1=C2C(=NC=C1)NC=C2C